FC(C=1N=C(SC1)N1CCCC1)(F)F (S)-1-(4-(trifluoromethyl)thiazol-2-yl)pyrrolidin